C(CCCCC#C)C=1C=C(C(=C(C(=O)O)C1)O)O 5-(6-heptynyl)-dihydroxybenzoic acid